2-((1R,4R)-4-(((2-((4-morpholinophenyl)amino)pyrimidin-4-yl)oxy)methyl)cyclohexyl)propan-2-ol O1CCN(CC1)C1=CC=C(C=C1)NC1=NC=CC(=N1)OCC1CCC(CC1)C(C)(C)O